C(C)(C)(C)C1=CC=C(C=C1)C(CC(=O)C1=CC=C(C=C1)OC)=O 1-(4-tert-Butylphenyl)-3-(4-methoxyphenyl)-propane-1,3-dione